2-((4-Amino-5-(2-(pyridine-3-yl)ethyl)-4H-1,2,4-triazole-3-yl)thio)-N-(thiazole-2-yl)acetamide NN1C(=NN=C1CCC=1C=NC=CC1)SCC(=O)NC=1SC=CN1